bis(propylcyclopentadienyl)hafnium(IV) dichloride CCCC1=CC=C[CH-]1.CCCC1=CC=C[CH-]1.[Cl-].[Cl-].[Hf+4]